C(#N)C=1C=C(C=CC1F)NC(=O)N1CC=2C(CC1)=NOC2C(=O)N[C@@H](C(F)F)C N5-(3-cyano-4-fluorophenyl)-N3-[(2R)-1,1-difluoropropan-2-yl]-4H,5H,6H,7H-[1,2]oxazolo[4,3-c]pyridine-3,5-dicarboxamide